C(#N)CCN(C(=O)C=1C=CC=2N(C1)C(=CN2)C=2C=CC(=NC2)NC(OC)=O)C=2C=C(C=CC2)C methyl N-[5-[6-[2-cyanoethyl(m-tolyl) carbamoyl]imidazo[1,2-a]pyridin-3-yl]-2-pyridyl]carbamate